8-(1,6-dimethyl-1H-indazol-7-yl)-6-(2-(2-propenoyl)-2,6-diazaspiro[3.4]octan-6-yl)-3,4-dihydro-1H-2-benzopyran-7-carbonitrile CN1N=CC2=CC=C(C(=C12)C1=C(C(=CC=2CCOCC21)N2CC1(CN(C1)C(C=C)=O)CC2)C#N)C